C1(CCCCC1)CN1C(=NC2=NC=C(C=C21)C=2C(=NOC2C)C)C 4-(1-(cyclohexylmethyl)-2-methyl-1H-imidazo[4,5-b]pyridin-6-yl)-3,5-dimethylisoxazole